3-(2-(3-(tert-butyl)phenyl)-1H-indol-5-yl)-2-methylpropanoic acid C(C)(C)(C)C=1C=C(C=CC1)C=1NC2=CC=C(C=C2C1)CC(C(=O)O)C